tertbutyl 2-(9-((4-(((tert-butoxycarbonyl)amino)methyl)phenyl)carbamoyl)-4,5-dihydrobenzo[b]thieno[2,3-d]oxepin-8-yl)-5-formylbenzoate C(C)(C)(C)OC(=O)NCC1=CC=C(C=C1)NC(=O)C1=CC2=C(OCCC3=C2SC=C3)C=C1C1=C(C(=O)OC(C)(C)C)C=C(C=C1)C=O